ethylene glycol (succinimidyl succinate) C1(CCC(N1C(C(=O)O)CC(=O)O)=O)=O.C(CO)O